tert-butyl 7-((4-(3-(2,6-dioxopiperidin-3-yl)-5-fluoro-1-methyl-1H-indazol-6-yl)piperazin-1-yl)methyl)-2-azaspiro[3.5]nonane-2-carboxylate O=C1NC(CCC1C1=NN(C2=CC(=C(C=C12)F)N1CCN(CC1)CC1CCC2(CN(C2)C(=O)OC(C)(C)C)CC1)C)=O